1-((1r,4r)-4-{4-[(E)-(2,4-dioxothiazolidin-5-ylidene)methyl]phenoxy}cyclohexyl)-3-[3-fluoro-4-(trifluoromethoxy)phenyl]urea O=C1S\C(\C(N1)=O)=C\C1=CC=C(OC2CCC(CC2)NC(=O)NC2=CC(=C(C=C2)OC(F)(F)F)F)C=C1